4-{4-[Chloro(difluoro)methyl]-2,6-dioxo-3,6-dihydropyrimidin-1(2H)-yl}-5-fluoro-2-(2-methylphenoxy)benzonitrile ClC(C=1NC(N(C(C1)=O)C1=CC(=C(C#N)C=C1F)OC1=C(C=CC=C1)C)=O)(F)F